CC(CP(O)=O)C(C)C mono(2,3-dimethyl-1-butyl)phosphinic acid